FC1=CC=CC(=N1)COC1=CC=C2C=C(NC2=C1)CNC(=O)C1(CC1)C N-((6-((6-fluoropyridin-2-yl)methoxy)-1H-indol-2-yl)methyl)-1-methylcyclopropane-1-carboxamide